(D)-2-Ethyl Lactate C(C(O)C)(=O)OCC